(3R)-1-(5-(4-cyclopropyl-3-fluorophenyl)-2,3-dihydro-1H-inden-1-yl)pyrrolidine-3-carboxylic acid C1(CC1)C1=C(C=C(C=C1)C=1C=C2CCC(C2=CC1)N1C[C@@H](CC1)C(=O)O)F